3,4-difluorophenyl-4,5-dihydro-1H-benzo[g]indole-2-carboxylate FC=1C=C(C=CC1F)OC(=O)C=1NC=2C3=C(CCC2C1)C=CC=C3